(6-((4-(((R)-1-(3-bromophenyl)ethyl)amino)-6-methoxy-2-methylquinazolin-7-yl)oxy)hexyl)-4-methyl-pentanamide BrC=1C=C(C=CC1)[C@@H](C)NC1=NC(=NC2=CC(=C(C=C12)OC)OCCCCCCC(C(=O)N)CC(C)C)C